5-[(2,4,6-Trichlorophenoxypropylthio)methyl]-1,3,4-oxadiazole-2(3H)-thione ClC1=C(OCCCSCC2=NNC(O2)=S)C(=CC(=C1)Cl)Cl